FC1=C(C#N)C=C(C(=C1)N1C(=C(C=C1C)C(CN1C2[C@@H](CC1CC2)O)=O)C)F (±)-2,5-difluoro-4-(3-(2-((2R)-2-hydroxy-7-azabicyclo[2.2.1]heptan-7-yl)acetyl)-2,5-dimethyl-1H-pyrrol-1-yl)benzonitrile